dimethyl-2,2'-azobis(2-methylbutyric acid) CC(C(C(=O)O)(C)N=NC(C(=O)O)(C(C)C)C)C